13-chloro-10-(2-fluoro-4-{[2-(methylamino)ethyl]amino}phenyl)-8-methyl-6,8,10-triazatricyclo[9.4.0.02,7]pentadeca-1(11),2(7),3,5,12,14-hexaen-9-one ClC1=CC=2N(C(N(C=3N=CC=CC3C2C=C1)C)=O)C1=C(C=C(C=C1)NCCNC)F